O1C=NC=C1C(=O)[O-] oxazol-5-carboxylat